N(C1=CC=CC=C1)C1=NC(=NC(=N1)N1CCOCC1)NC1(CC(C(C=C1)C=CC1=CC=CC=C1)(S(=O)(=O)[O-])S(=O)(=O)[O-])NC1=NC(=NC(=N1)NC1=CC=CC=C1)N1CCOCC1.[Na+].[Na+] disodium 4,4-bis[(4-anilino-6-morpholino-1,3,5-triazin-2-yl)amino]-stilbene-2,2-disulfonate